tert-butyl 6-[3-[(1-methylpiperidin-4-yl)oxy]benzoyl]-1H,2H,3H-pyrrolo[3,4-c]pyridine-2-carboxylate CN1CCC(CC1)OC=1C=C(C(=O)C2=CC3=C(C=N2)CN(C3)C(=O)OC(C)(C)C)C=CC1